(2S)-amino-N-((R)-8,9-difluoro-6-oxo-1,4,5,6-tetrahydro-2H-pyrano[3,4-c]isoquinolin-1-yl)-(3R)-hydroxy-N-methylbutanamide N[C@@](C(=O)N(C)[C@H]1COCC=2NC(C=3C=C(C(=CC3C21)F)F)=O)(CC)O